C(C)(C)(C)OC(=O)N1C[C@]2(CC1)OCCN1C2=CC(=N1)C=1C=NC(=C(C1)C(F)(F)F)N tert-butyl-(3'S)-2-[6-amino-5-(trifluoromethyl)pyridin-3-yl]-6,7-dihydrospiro[pyrazolo[5,1-c][1,4]oxazine-4,3'-pyrrolidine]-1'-carboxylate